6-(3-(ethylsulfonyl)-6-(3-(trifluoromethyl)-1H-pyrazol-1-yl)pyridin-2-yl)-2-(trifluoromethyl)pyrazolo[1,5-a]pyrimidine C(C)S(=O)(=O)C=1C(=NC(=CC1)N1N=C(C=C1)C(F)(F)F)C=1C=NC=2N(C1)N=C(C2)C(F)(F)F